ClC1=CC(=C(C=N1)C(C(=O)N1CCOCC1)CCC#C)NC(C)C (6-chloro-4-(isopropylamino)-3-pyridinyl)-1-morpholino-hex-5-yn-1-one